O=[N+]=O.[NH4+] ammonium oxo(oxoaminium)